ClC1=C(C(=C(C=C1OC)OC)Cl)C1=CC2=C(N=C(N=C2)N[C@@H]2COCC[C@@H]2NC(C=C)=O)C(=N1)NC1CC(CC1)(F)F N-((3S,4S)-3-((6-(2,6-dichloro-3,5-dimethoxyphenyl)-8-((3,3-difluorocyclopentyl)amino)pyrido[3,4-d]pyrimidin-2-yl)amino)tetrahydro-2H-pyran-4-yl)acrylamide